(Ra)-Sorbitol OC[C@H](O)[C@@H](O)[C@H](O)[C@H](O)CO